C1(OC12CCCCC2)C(=O)N oxaspiro[2.5]octane-1-carboxamide